2,5-dichlorofluorobenzene ClC1=C(C=C(C=C1)Cl)F